CN1C(CCC2=CC(=CC=C12)C=1C=C(C=NC1)NS(=O)(=O)CC)=O Ethanesulfonic acid [5-(1-methyl-2-oxo-1,2,3,4-tetrahydro-quinolin-6-yl)-pyridin-3-yl]-amide